3-methyl-4-[3-(trifluoromethyl)-7,8-dihydro-5H-1,6-naphthyridin-6-yl]isoxazolo[5,4-d]pyrimidine CC1=NOC2=NC=NC(=C21)N2CC=1C=C(C=NC1CC2)C(F)(F)F